N-{(2S,3R,4S)-4-fluoro-1-(2-methyl-propanoyl)-2-[(2,2',5'-trifluoro[1,1'-biphenyl]-3-yl)methyl]pyrrolidin-3-yl}-ethanesulfonamide F[C@@H]1[C@@H]([C@@H](N(C1)C(C(C)C)=O)CC=1C(=C(C=CC1)C1=C(C=CC(=C1)F)F)F)NS(=O)(=O)CC